BrC1=CC=C(C=C1)C(OCC)OCC 1-Bromo-4-(diethoxymethyl)benzene